C[C@@H]1CN(C[C@@H](N1C1=CC=NC=C1)C)C(=O)OC(C)(C)C tert-butyl (3R,5S)-3,5-dimethyl-4-(pyridin-4-yl)piperazine-1-carboxylate